C(#N)C=1C(=NC(=NC1)NC1=C(C=C(C(=O)NC2CCN(CC2)C)C=C1)OC)OC1=C2C(N(C3(C2=CC=C1)CC3)C)=O 4-((5-cyano-4-((2'-methyl-3'-oxospiro[cyclopropane-1,1'-isoindolin]-4'-yl)oxy)pyrimidin-2-yl)amino)-3-methoxy-N-(1-methylpiperidin-4-yl)benzamide